3-[(3-fluoro-2-methoxyphenyl)amino]-2-(3-fluoropyridin-4-yl)-5H,6H,7H-pyrazolo[1,5-a]pyrazin-4-one FC=1C(=C(C=CC1)NC=1C(=NN2C1C(NCC2)=O)C2=C(C=NC=C2)F)OC